3,3'-methylene-bis[6-(3,4-dihydroxystyryl)-4-hydroxy-2H-pyran-2-one] C(C=1C(OC(=CC1O)C=CC1=CC(=C(C=C1)O)O)=O)C=1C(OC(=CC1O)C=CC1=CC(=C(C=C1)O)O)=O